4-[[(2R)-2-(2-azaspiro[3.3]heptan-6-yl)propyl]amino]-2-(2,6-dioxo-3-piperidyl)isoindoline-1,3-dione C1NCC12CC(C2)[C@H](CNC2=C1C(N(C(C1=CC=C2)=O)C2C(NC(CC2)=O)=O)=O)C